2-(methoxymethyl)thiazolo[4,5-c]pyridine 5-oxide COCC=1SC2=C(C=[N+](C=C2)[O-])N1